2-(1-methyl-1H-imidazol-2-yl)-5,6-diphenylpyrrolo[2,1-f][1,2,4]triazin-4-ol CN1C(=NC=C1)C1=NN2C(C(=N1)O)=C(C(=C2)C2=CC=CC=C2)C2=CC=CC=C2